ClC=1C(=NC(=NC1)NC=1C(=NC(=CC1)N1CCC(CC1)N1CCN(CC1)C)OC)NC1=C(C=C(C=C1)F)NS(=O)(=O)C N-(2-((5-chloro-2-((2-methoxy-6-(4-(4-methylpiperazin-1-yl)piperidin-1-yl)pyridine-3-yl)amino)pyrimidin-4-yl)amino)-5-fluorophenyl)methanesulfonamide